CN(/C=C/C(=O)C=1SC=CC1NC(CC1=CC=CC2=CC=CC=C12)=O)C (E)-N-(2-(3-(dimethylamino)acryloyl)thiophen-3-yl)-(naphthalen-1-yl)acetamide